5-(6-methoxypyridin-3-yl)-2-(6-(methyl(2,2,6,6-tetramethylpiperidin-4-yl)amino)pyridazin-3-yl)phenol COC1=CC=C(C=N1)C=1C=CC(=C(C1)O)C=1N=NC(=CC1)N(C1CC(NC(C1)(C)C)(C)C)C